1-(tert-butyl) 5-(2,5-dioxopyrrolidin-1-yl) (15-(tert-butoxy)-15-oxopentadecanoyl)-L-glutamate C(C)(C)(C)OC(CCCCCCCCCCCCCC(=O)N[C@@H](CCC(=O)ON1C(CCC1=O)=O)C(=O)OC(C)(C)C)=O